(3S)-3-[4-[4-(hydroxymethyl)-1-piperidinyl]indol-1-yl]piperidine-2,6-dione OCC1CCN(CC1)C1=C2C=CN(C2=CC=C1)[C@@H]1C(NC(CC1)=O)=O